5-((Z)-Nonadec-8-en-1-yl)resorcinol C(CCCCCC\C=C/CCCCCCCCCC)C=1C=C(C=C(O)C1)O